N-((4-((9-(cyclopropylmethyl)-9H-purin-6-yl)oxy)phenyl)carbamothioyl)-3-(trifluoromethyl)benzamide C1(CC1)CN1C2=NC=NC(=C2N=C1)OC1=CC=C(C=C1)NC(=S)NC(C1=CC(=CC=C1)C(F)(F)F)=O